O1COCC(C1)OC(C(=C)C)=O 1,3-dioxan-5-yl-methacrylate